2-chloro-1,3-bis(2,6-diisopropylphenyl)-1H-imidazole Chloride [Cl-].ClC1N(C=CN1C1=C(C=CC=C1C(C)C)C(C)C)C1=C(C=CC=C1C(C)C)C(C)C